C1(CCCC1)OC=1C(=NC=CC1)CN (3-(cyclopentyloxy)pyridin-2-yl)methylamine